N-ε-acetyllysine CC(=O)NCCCC[C@@H](C(=O)O)N